8-amino-N-(2-amino-4-((4-(trifluoromethyl)benzyl)amino)phenyl)octanamide NCCCCCCCC(=O)NC1=C(C=C(C=C1)NCC1=CC=C(C=C1)C(F)(F)F)N